C(C)(=O)OC[N+]1(CCN(CC1)C1=NC=C(C(=C1)C1=C(C=CC=C1)C)N(C(C(C)(C)C1=CC(=CC(=C1)C(F)(F)F)C(F)(F)F)=O)C)C 1-(acetoxymethyl)-4-(5-(2-(3,5-bis(trifluoromethyl)phenyl)-N,2-dimethylpropanamido)-4-(o-tolyl)pyridin-2-yl)-1-methylpiperazin-1-ium